N1C(C(CC1)=O)=O 2,3-PYRROLIDINDION